ClC1=CC=C(C=C1)C1=C(C=CC=C1)CN1CCN(CC1)C1=CC(=C(C(=O)NS(=O)(=O)C2=CC(=C(C=C2)NCC2CCOCC2)[N+](=O)[O-])C=C1)OC=1C=C2C=CNC2=CC1 4-{4-[(4'-chloro-1,1'-biphenyl-2-yl)methyl]piperazin-1-yl}-2-(1H-indol-5-yloxy)-N-({3-nitro-4-[(tetrahydro-2H-pyran-4-ylmethyl)amino]phenyl}sulfonyl)benzamide